C(#N)C=1N=C2C(=CC(N(C2=CC1)C)=O)OS(=O)(=O)C(F)(F)F triflic acid (6-cyano-1-methyl-2-oxo-1,5-naphthyridin-4-yl) ester